4-(5-Methylfuran-2-yl)-2-(methylsulfonyl)-8-((tetrahydro-2H-pyran-2-yl)oxy)pyrazolo[1,5-a][1,3,5]triazine CC1=CC=C(O1)C1=NC(=NC=2N1N=CC2OC2OCCCC2)S(=O)(=O)C